CC1(OC2=CC(=CC(=C2[C@H]2[C@H]1CCC(=C2)C)OOOSC)CCCCC)C (6Ar,10aR)-6,6,9-trimethyl-1-methylsulfanyloxyperoxy-3-pentyl-6a,7,8,10a-tetrahydrobenzo[c]chromene